4-chloro-N-((1S,2R)-2-(6-fluoro-2,3-dimethylphenyl)-1-(5-oxo-4,5-dihydro-1,3,4-oxadiazol-2-yl)butyl)-2-methoxybenzenesulfonamide ClC1=CC(=C(C=C1)S(=O)(=O)N[C@@H]([C@H](CC)C1=C(C(=CC=C1F)C)C)C=1OC(NN1)=O)OC